2-trichloroethoxycarbonyl-L-threonine ClC(COC(=O)[C@](N)([C@H](O)C)C(=O)O)(Cl)Cl